C(#N)C=1C=C2C(=NC1)N(C=C2)C2=NC=C(C(=O)NC1CCN(CC1)CC1=CC(=CC=C1)NC1C(NC(CC1)=O)=O)C(=C2)NC(C)C 6-(5-cyano-1H-pyrrolo[2,3-b]pyridin-1-yl)-N-(1-(3-((2,6-dioxopiperidin-3-yl)amino)benzyl)piperidin-4-yl)-4-(isopropylamino)nicotinamide